O1CC(C1)ON1C(C2=CC=CC=C2C1=O)=O 2-(oxetan-3-yloxy)isoindoline-1,3-dione